ClC1=C(C=CC(=C1)Cl)CCC(C)=O 2,4-dichlorobenzenebutanone